ClCC([C@]1([C@@H](C[C@H]2[C@@H]3CCC4=CC(C=C[C@]4(C)[C@]34[C@H](C[C@]12C)O4)=O)C)O)=O 21-chloro-9β,11β-epoxy-17α-hydroxyl-16α-methyl-pregna-1,4-diene-3,20-dione